ClC=1C=C(C=CC1)C1CN(C1)C1=CC=CC=C1CC1=C(C(NC=C1)=O)Br 3-(3-chlorophenyl)azetidinebenzyl-3-bromopyridin-2-one